CC1CC(CC(C1)(C)C)N=C=O 3,5,5-trimethyl-cyclohexyl isocyanate